3-chloro-N-(1-(5-(3-cyano-6-(3-morpholinopropoxy)pyrazolo[1,5-a]pyridin-4-yl)pyridin-2-yl)-4-methylpiperidin-4-yl)-5-fluoropicolinamide ClC=1C(=NC=C(C1)F)C(=O)NC1(CCN(CC1)C1=NC=C(C=C1)C=1C=2N(C=C(C1)OCCCN1CCOCC1)N=CC2C#N)C